FC=1C=C2C(=C(N(C2=CC1)C1CCN(CC1)[C@@H]1CC[C@@H](CC1)C(C)C)CNC(C)=O)CN1CCCC1 N-((5-fluoro-1-(1-(cis-4-isopropylcyclohexyl)piperidin-4-yl)-3-(pyrrolidin-1-ylmethyl)-1H-indol-2-yl)methyl)acetamide